[Zn].[Li] Lithium-zinc